ClC=1C=C2C(=CC1)C(OC21CCNCC1)(C)C 5-chloro-1,1-dimethyl-spiro[isobenzofuran-3,4'-piperidine]